2-nitro-4-bromoiodobenzene [N+](=O)([O-])C1=C(C=CC(=C1)Br)I